C(C)(C)(C)C=1C=C(C=C(C1O)C(C)(C)C)CCC(=O)OC1CC(NC(C1)(C)C)(C)C 4-[3-(3,5-di-t-butyl-4-hydroxyphenyl)propionyloxy]-2,2,6,6-tetramethylpiperidine